CC1(CNC(N(C1)C=1C=NC2=CC=CC=C2C1)=O)C 5,5-dimethyl-1-(quinolin-3-yl)tetrahydropyrimidin-2(1H)-one